C(NC1C(CCCC1C(C)CCCC)C(C)CCCC)NC1C(CCCC1C(C)CCCC)C(C)CCCC methylenebis(2,6-di(2-hexyl)cyclohexylamine)